(2S)-2-amino-3,3-dicyclopropyl-N-[1-[1-(5-fluoro-2-methoxy-3-pyridyl)-2-triisopropylsilyloxy-ethyl]pyrazol-4-yl]propanamide N[C@H](C(=O)NC=1C=NN(C1)C(CO[Si](C(C)C)(C(C)C)C(C)C)C=1C(=NC=C(C1)F)OC)C(C1CC1)C1CC1